NC1=C2C(=NC=N1)N(N=C2C2=NOC(=C2C2=NC=C(C=N2)C2CCN(CC2)C(=O)OC2CC1(C2)CC(C1)C=O)C1CC1)C(C)C 6-formylspiro[3.3]heptan-2-yl 4-(2-(3-(4-amino-1-isopropyl-1H-pyrazolo[3,4-d]pyrimidin-3-yl)-5-cyclopropylisoxazol-4-yl)pyrimidin-5-yl)piperidine-1-carboxylate